N-(7-chloro-6-(1-(4-fluoro-3-methyltetrahydrofuran-3-yl)piperidin-4-yl)isoquinolin-3-yl)-5-oxaspiro[2.4]heptane-1-carboxamide ClC1=C(C=C2C=C(N=CC2=C1)NC(=O)C1CC12COCC2)C2CCN(CC2)C2(COCC2F)C